O1CC(C1)N1CCC(CC1)CC1=CC=C(C=C1)NC(OCC1=CN=CO1)=O oxazol-5-ylmethyl (4-((1-(oxetan-3-yl)piperidin-4-yl)methyl)phenyl)carbamate